C(C)C1=C(C(=CC(=C1)OCCCC)C)O 2-ethyl-6-methyl-4-butoxyphenol